NC1=NC=2C=CC=CC2C2=C1N=C(N2C[C@@H](C)O[P@](=O)(OC2=CC=C(C=C2)C)N[C@@H](C)C(=O)OC(C)(C)C)COCC tert-butyl ((S)-(((R)-1-(4-amino-2-(ethoxymethyl)-1H-imidazo[4,5-c]quinolin-1-yl) propan-2-yl) oxy) (4-methylphenoxy) phosphoryl)-L-alaninate